Pyrazin-Carboxamid N1=C(C=NC=C1)C(=O)N